F[C@H]1CN(CC[C@H]1NC1=C2C=C(N(C2=CC=C1)CC(F)(F)F)C1=NOC(=N1)CNC(=O)[C@H]1[C@@H](C1)C1=NC=CC=C1)C (1R,2R)-N-{[3-(4-{[(3S,4R)-3-fluoro-1-methylpiperidin-4-yl]amino}-1-(2,2,2-trifluoroethyl)-1H-indol-2-yl)-1,2,4-oxadiazol-5-yl]methyl}-2-(pyridin-2-yl)cyclopropane-1-carboxamide